tellurolpropionic acid [Te]1C(=CC=C1)CCC(=O)O